(E)-1-benzyl-6-chloro-3-(nitromethylene)indolin-2-one C(C1=CC=CC=C1)N1C(/C(/C2=CC=C(C=C12)Cl)=C/[N+](=O)[O-])=O